trans-aminocyclohexanol acetate C(C)(=O)OC1(CCCCC1)N